CNC=1SC(=C(N1)C(F)(F)F)C1=C(C=NC(=C1)NC1CCN(CC1)S(=O)(=O)C)C#N 4-[2-(methylamino)-4-(trifluoromethyl)thiazol-5-yl]-6-[(1-methylsulfonyl-4-piperidyl)amino]pyridine-3-carbonitrile